FC(N1N=C(N=N1)C1=NC(=CC=C1CNC(OCCCC)=O)C1=CC=C(C=C1)F)F butyl ((2-(2-(difluoromethyl)-2H-tetrazol-5-yl)-6-(4-fluorophenyl) pyridin-3-yl)methyl)carbamate